2-hydroxypropane-1,3-diyl diacetate C(C)(=O)OCC(COC(C)=O)O